FC(C1(C(=CC(=C(C1N)C(C)=O)C(C)=O)C1=CC=CC=C1)C(F)(F)F)(F)F 2,2-bis(trifluoromethyl)diacetyl-aminobiphenyl